2-[4-[3-[4-(4-oxo-1,5,6,7-tetrahydropyrrolo[3,2-c]pyridin-2-yl)-2-pyridyl]phenyl]piperazin-1-yl]acetaldehyde dihydrochloride Cl.Cl.O=C1NCCC2=C1C=C(N2)C2=CC(=NC=C2)C=2C=C(C=CC2)N2CCN(CC2)CC=O